(2-(3-(methylthio)azetidin-1-yl)pyrimidin-4-yl)methanol CSC1CN(C1)C1=NC=CC(=N1)CO